2-amino-4-(N-(3-(tert-butyl)-5-cyclopropylbenzyl)-2-(N-(2-fluorobenzyl)-(2,3,4,5,6-pentafluoro-phenyl)sulfonamido)acetamido)benzoic acid NC1=C(C(=O)O)C=CC(=C1)N(C(CN(S(=O)(=O)C1=C(C(=C(C(=C1F)F)F)F)F)CC1=C(C=CC=C1)F)=O)CC1=CC(=CC(=C1)C1CC1)C(C)(C)C